CCCCCCCCCCCCC/C=C/[C@H]([C@H](CO)NC(=O)CCCCCCCCCCCCCCCCCCCCCCCCCCCCCOC(=O)CCCCCCC/C=C\\C/C=C\\CCCCC)O The molecule is an N-acylsphingosine in which the ceramide N-acyl group is specified as 30-[(9Z,12Z)-octadeca-9,12-dienoyloxy]triacontanoyl. It is a N-acylsphingosine and an omega-linoleoyloxy-O-ultra-long chain acylceramide.